OCCC(C(=O)N)C (2-hydroxyethyl)propionamide